methyl (2R,7aS)-2-((4-iodobenzyl)oxy)tetrahydro-1H-pyrrolizine-7a(5H)-carboxylate IC1=CC=C(CO[C@@H]2C[C@@]3(CCCN3C2)C(=O)OC)C=C1